FC1=C(C=CC(=C1)[N+](=O)[O-])N(C(OC(C)(C)C)=O)C tert-Butyl (2-fluoro-4-nitrophenyl)(methyl)carbamate